tert-butyl 3-(2-((5-(2-(5,6-dihydro-4H-pyrrolo[1,2-b]pyrazol-3-yl)pyrazolo[5,1-b]thiazole-7-carboxamido)-6-methylpyridin-3-yl)amino)-2-oxoethyl)azetidine-1-carboxylate N=1N2C(=C(C1)C1=CN3C(S1)=C(C=N3)C(=O)NC=3C=C(C=NC3C)NC(CC3CN(C3)C(=O)OC(C)(C)C)=O)CCC2